1,4,4-trimethyl-L-proline CN1[C@@H](CC(C1)(C)C)C(=O)O